Cl.COC(=O)[C@@H]1N(C[C@@H](C1)O)CC1=C(C=C(C(=C1)[N+](=O)[O-])OCC=1C(=C(C=CC1)C1=CC=CC=C1)F)OCC1=CC=2C(=NON2)C=C1 (2R,4R)-1-(2-(benzo[c][1,2,5]oxadiazol-5-ylmethoxy)-4-((2-fluoro-[1,1'-biphenyl]-3-yl)methoxy)-5-nitrobenzyl)-4-hydroxypyrrolidine-2-carboxylic acid methyl ester hydrochloride